anetholesulfonic acid C=1(C(=CC(C=CC)=CC1)S(=O)(=O)O)OC